C1N(CC2=CC=CC=C12)C=1N=C2N(C(C1)=O)C=C(C=C2[C@@H](C)NC2=C(C(=O)N)C=CC=C2)C (R)-2-((1-(2-(isoindolin-2-yl)-7-methyl-4-oxo-4H-pyrido[1,2-a]pyrimidin-9-yl)ethyl)amino)benzamide